6-[5-({3-[(cyclopropylmethyl)-(propyl)carbamoyl]cyclohexyl}-carbamoyl)-6-methoxypyridin-3-yl]-N-methyl-1H-indazole-3-carboxamide C1(CC1)CN(C(=O)C1CC(CCC1)NC(=O)C=1C=C(C=NC1OC)C1=CC=C2C(=NNC2=C1)C(=O)NC)CCC